1-(4-(2,3-Dimethylphenyl)piperazin-1-yl)-2-(3-(4-hydroxy-2,2-dimethylpiperidin-1-carbonyl)-4,5,6,7-tetrahydro-1H-indazol-1-yl)ethanon CC1=C(C=CC=C1C)N1CCN(CC1)C(CN1N=C(C=2CCCCC12)C(=O)N1C(CC(CC1)O)(C)C)=O